(2S,4S)-4-({[(5R)-3-(3,5-difluorophenyl)-5-vinyl-4,5-dihydroisoxazole-5-yl]carbonyl}amino)Tetrahydrofuran-2-carboxylic acid methyl ester COC(=O)[C@H]1OC[C@H](C1)NC(=O)[C@@]1(CC(=NO1)C1=CC(=CC(=C1)F)F)C=C